FC1=CC=C(C=C1)C=1C(=CC2=CN(N=C2C1)CCN1CCOCC1)NC(=O)C=1N=C(SC1)C1=CC=NC=C1 N-(6-(4-fluorophenyl)-2-(2-morpholinoethyl)-2H-indazol-5-yl)-2-(pyridin-4-yl)thiazole-4-carboxamide